3a,12α-Dihydroxy-5β-cholan O[C@H]1C[C@H]2CC[C@H]3[C@@H]4CC[C@H]([C@@H](CCC)C)[C@]4([C@H](C[C@@H]3[C@]2(CC1)C)O)C